C(C)SCC(=O)NC1=NC(=NC=C1)C=1OC=2C(=NC=CC2)N1 2-(ethylthio)-N-(2-(oxazolo[4,5-b]pyridin-2-yl)pyrimidin-4-yl)acetamide